benzyl 2-cyclopropyl-4-oxo-piperidine-1-carboxylate C1(CC1)C1N(CCC(C1)=O)C(=O)OCC1=CC=CC=C1